(2S,3as,7as)-1-((R)-2-hydroxybutyryl)-N-((S)-3-oxo-1-((S)-2-oxopyrrolidin-3-yl)-4-(trifluoromethoxy)butan-2-yl)octahydro-1H-indole-2-carboxamide O[C@@H](C(=O)N1[C@@H](C[C@@H]2CCCC[C@H]12)C(=O)N[C@@H](C[C@H]1C(NCC1)=O)C(COC(F)(F)F)=O)CC